3-(2,3-dihydrobenzofuran-4-yl)propan-1-ol iodine (1-) [I-].O1CCC2=C1C=CC=C2CCCO